FC=1C=C2/C(/C(NC2=CC1)=O)=C/C1=CC=C(C=C1)C=1N=NN(C1)C1=CC(=CC=C1)Cl (Z)-5-fluoro-3-(4-(1-(3-chlorophenyl)-1H-1,2,3-triazol-4-yl)benzylidene)indolin-2-one